N-[[4-(6-hydroxy-2-azaspiro[3.3]heptan-2-yl)-1-[4-(trifluoromethoxy)phenyl]pyrazolo[3,4-b]pyridin-3-yl]methyl]prop-2-enamide OC1CC2(CN(C2)C2=C3C(=NC=C2)N(N=C3CNC(C=C)=O)C3=CC=C(C=C3)OC(F)(F)F)C1